ethyl 3-[4-(3-bromo-2-methyl-phenoxy) cyclohexyl]propanoate BrC=1C(=C(OC2CCC(CC2)CCC(=O)OCC)C=CC1)C